C(CCCCCCCCCCCCCCCCCCCCCCCCCCCCCCCCCCCCC)(=O)OCCCCCCCCCCCCCCCCCCCCCCCC lignoceryl octatriacontanoate